1-(4-(1-amino-2-methyl-1-oxopropan-2-yl)phenyl)piperidine-4-carboxylic acid ethyl ester C(C)OC(=O)C1CCN(CC1)C1=CC=C(C=C1)C(C(=O)N)(C)C